N-(3-(tert-butylthio)-2-chlorophenyl)pyrazine-2-amine C(C)(C)(C)SC=1C(=C(C=CC1)NC1=NC=CN=C1)Cl